Butyl ((2-(2,2,2-trifluoroethoxy)pyridin-4-yl)methyl)carbamate FC(COC1=NC=CC(=C1)CNC(OCCCC)=O)(F)F